3-NitroStyrene [N+](=O)([O-])C=1C=C(C=C)C=CC1